FC1=C(C=CC=C1)N1N=CC(=C1)C(CC)N1C=C(C2=C1N=CN=C2N)C=2C=NC(=NC2)C(F)(F)F 7-{1-[1-(2-Fluorophenyl)-1H-pyrazol-4-yl]propyl}-5-[2-(trifluoromethyl)pyrimidin-5-yl]-7H-pyrrolo[2,3-d]pyrimidin-4-amine